ClC1=CC2=C(C=N1)N(C(N2[C@H]2CC(CC2)=O)=O)C (R)-6-Chloro-3-methyl-1-(3-oxocyclopentyl)-1,3-dihydro-2H-imidazo[4,5-c]pyridin-2-one